N-[trans-4-(4-{imidazo[1,2-a]pyridin-6-yl}benzenesulfonyl)cyclohexyl]-4-(trifluoromethoxy)aniline N=1C=CN2C1C=CC(=C2)C2=CC=C(C=C2)S(=O)(=O)[C@@H]2CC[C@H](CC2)NC2=CC=C(C=C2)OC(F)(F)F